C(N)(=O)NC(=O)C1=CC=C(C=C1)C1=CC(=C(C=C1)Cl)C(C1=CC=C(C=C1)OCC)=O N-carbamoyl-4'-chloro-3'-(4-ethoxybenzoyl)-(1,1'-biphenyl)-4-carboxamide